3-chloro-5-fluoro-6-(2,3,4,6-tetrafluorophenyl)pyridine-2-sulfonyl chloride ClC=1C(=NC(=C(C1)F)C1=C(C(=C(C=C1F)F)F)F)S(=O)(=O)Cl